8-amino-N-{3-[(4,4-difluoropiperidin-1-yl)methyl]bicyclo[1.1.1]pentan-1-yl}-6-(4-fluorophenyl)-5-{3-methylimidazo[1,2-a]pyridin-6-yl}imidazo[1,2-a]pyrazine-2-carboxamide NC=1C=2N(C(=C(N1)C1=CC=C(C=C1)F)C=1C=CC=3N(C1)C(=CN3)C)C=C(N2)C(=O)NC23CC(C2)(C3)CN3CCC(CC3)(F)F